ethyl (1S,4S)-4-(6-bromo-4-methylpyridin-2-yl)-4-hydroxycyclohexanecarboxylate BrC1=CC(=CC(=N1)C1(CCC(CC1)C(=O)OCC)O)C